OC=1C(=C(C(=O)[O-])C=CC1)O.[K+].FC1=C(N=C2N1CCOC1=C2C=CC(=C1)N[C@H](C(=O)N)C)N1C(OC[C@H]1C(F)(F)F)=C=O (S)-2-((3-fluoro-2-((S)-2-carbonyl-4-(trifluoromethyl)oxazolidin-3-yl)-5,6-dihydrobenzo[f]imidazo[1,2-d][1,4]oxazepin-9-yl)amino)propanamide Potassium dihydroxybenzoate